4-((2-(2,6-dioxopiperidin-3-yl)-7-fluoro-1-oxoisoindoline-5-yl)methyl)piperazine O=C1NC(CCC1N1C(C2=C(C=C(C=C2C1)CN1CCNCC1)F)=O)=O